4-(5-hydrazinyl-3-methyl-3H-imidazo[4,5-b]pyridin-7-yl)morpholine N(N)C1=CC(=C2C(=N1)N(C=N2)C)N2CCOCC2